ClC1=C(C=CC=C1C1=C(C(=NC=C1)C1=CC(=C(C=C1)CNC[C@@H]1NC(CC1)=O)OC)Cl)NC(=O)C=1N(C2=C(CNCC2)N1)C (R)-N-(2-chloro-3-(3-chloro-2-(3-methoxy-4-((((5-oxopyrrolidin-2-yl)methyl)amino)methyl)phenyl)pyridin-4-yl)phenyl)-1-methyl-4,5,6,7-tetrahydro-1H-imidazo[4,5-c]pyridine-2-carboxamide